(5-(5-(3,5-dichlorophenyl)-5-(trifluoromethyl)-4,5-dihydroisoxazol-3-yl)-3-methyl-5,6-dihydro-4H-thieno[2,3-c]pyrrol-2-yl)(3,3-difluoroazetidin-1-yl)methanone ClC=1C=C(C=C(C1)Cl)C1(CC(=NO1)N1CC2=C(C1)C(=C(S2)C(=O)N2CC(C2)(F)F)C)C(F)(F)F